ClC1=C(C=CC(=C1)Cl)C1=CC(=CC=C1)S(=O)(=O)NC(CC=1C=C(C=CC1)C(N)=N)C=1SC=CN1 3-[2-{2',4'-Dichloro-[1,1'-biphenyl]-3-sulfonamido}-2-(1,3-thiazol-2-yl)ethyl]benzene-1-carboximidamide